N-(1-(hydroxymethyl)cyclobutyl)-2-methyl-5-((2-(trifluoromethyl)pyridin-3-yl)methoxy)benzo-furan-3-carboxamide OCC1(CCC1)NC(=O)C1=C(OC2=C1C=C(C=C2)OCC=2C(=NC=CC2)C(F)(F)F)C